2-[7-amino-6-[3-[1-[3-(4-piperidinyloxy)cyclobutyl]-4-piperidinyl]prop-1-ynyl]imidazo[1,2-a]pyrimidin-2-yl]phenol trifluoroacetate FC(C(=O)O)(F)F.NC1=NC=2N(C=C1C#CCC1CCN(CC1)C1CC(C1)OC1CCNCC1)C=C(N2)C2=C(C=CC=C2)O